3-methyl-5-(2-methyl-4-(6-(trifluoromethyl)quinazolin-2-yl)phenyl)-4,5,6,7-tetrahydropyrazolo[1,5-a]pyrazine-2-carboxylic acid CC=1C(=NN2C1CN(CC2)C2=C(C=C(C=C2)C2=NC1=CC=C(C=C1C=N2)C(F)(F)F)C)C(=O)O